3-(((2-chloro-9-isopropyl-9H-purin-6-yl)amino)methyl)-4,6-dimethylpyridin-2(1H)-one ClC1=NC(=C2N=CN(C2=N1)C(C)C)NCC=1C(NC(=CC1C)C)=O